ClC(C1=NC(=NO1)C=1C=NC(=NC1)NC(C)C1=CC(=CC=C1)Br)(F)F 5-[5-[chloro(difluoro)methyl]-1,2,4-oxadiazol-3-yl]-N-[1-(3-bromophenyl)ethyl]pyrimidin-2-amine